2-(2-azabicyclo[4.1.0]hept-2-ylmethyl)-6-[3-[1-(4-methyl-1,2,4-triazol-3-yl)cyclobutyl]phenyl]-4-(trifluoromethyl)-1H-pyrrolo[2,3-c]pyridin-7-one C12N(CCCC2C1)CC1=CC2=C(C(N(C=C2C(F)(F)F)C2=CC(=CC=C2)C2(CCC2)C2=NN=CN2C)=O)N1